BrC=1C=C(CC2NCC(N2)=O)C=CC1 2-(3-bromobenzyl)imidazolidin-4-one